N-(quinoline-8-yl)quinoline-8-sulfonamide N1=CC=CC2=CC=CC(=C12)NS(=O)(=O)C=1C=CC=C2C=CC=NC12